C1(CCC1)SC1=NC=CC=C1C1=CC(=C(C(=C1)F)C1(CC1)CCCC(=O)O)F 4-{1-[4-(2-cyclobutylsulfanyl-pyridin-3-yl)-2,6-difluoro-phenyl]-cyclopropyl}-butyric acid